FC1=C(C=CC(=C1)CN1C(NC=2C=NC=3N=C(C=CC3C21)OC)=O)P(OC)(O)=O Methyl hydrogen (2-fluoro-4-((7-methoxy-2-oxo-2,3-dihydro-1H-imidazo[4,5-c][1,8]naphthyridin-1-yl)methyl)phenyl)phosphonate